3-methyl-2-oxo-2,3-dihydrobenzo[d]oxazol-7-carboxylic acid CN1C(OC2=C1C=CC=C2C(=O)O)=O